NC1=C(C=CC(=C1)F)C1=C(C=C(C(=C1)Cl)C(=O)NC=1C=C(C(=NC1)C(=O)NCC)Cl)F 5-(2'-amino-5-chloro-2,4'-difluoro-[1,1'-biphenyl]-4-carboxamido)-3-chloro-N-ethylpicolinamide